N-[2-(4-formylcyclohexyl)-6-methoxy-indazol-5-yl]-6-(pentafluoro-sulfanyl)pyridine-2-carboxamide C(=O)C1CCC(CC1)N1N=C2C=C(C(=CC2=C1)NC(=O)C1=NC(=CC=C1)S(F)(F)(F)(F)F)OC